N-((R)-chroman-4-yl)-2-(3-ethyl-3,8-diazabicyclo[3.2.1]octan-8-yl)-7,8-dihydro-1,6-naphthyridine-6(5H)-carboxamide O1CC[C@H](C2=CC=CC=C12)NC(=O)N1CC=2C=CC(=NC2CC1)N1C2CN(CC1CC2)CC